4-(diethylamino)but-2-ynyl 2-cyclohexyl-2-hydroxy-2-phenylacetate C1(CCCCC1)C(C(=O)OCC#CCN(CC)CC)(C1=CC=CC=C1)O